C(=O)OC[C@@H](CC1=CC2=NC(=CC(=C2S1)NCC=1SC=CC1)Cl)N (2R)-2-amino-3-(5-chloro-7-{[(thiophen-2-yl)methyl]amino}thieno[3,2-b]pyridin-2-yl)propan-1-ol formate